CC1(CCOCC1)CNC(=O)[C@@H]1CC12CCN(CC2)C(=O)OC(C(F)(F)F)C(F)(F)F |o1:11| 1,1,1,3,3,3-hexafluoro-propan-2-yl (R or S)-1-(((4-methyltetra-hydro-2H-pyran-4-yl)methyl)carbamoyl)-6-aza-spiro[2.5]octane-6-carboxylate